ClC1=C([C@H]2N(C3=CC=CC=C3C(C2)C2=CC=CC=C2)C1=O)Cl (3aS)-2,3-dichloro-5-phenyl-4,5-dihydropyrrolo[1,2-a]quinolin-1(3aH)-one